O=C([C@@H](CC1=CC=CC=C1)NC([C@@H](C)NC(=O)N1CCC(CC1)(F)F)=O)C(NCC1=NC=CC=C1)=O N-((R)-1-(((R)-3,4-dioxo-1-phenyl-4-((pyridin-2-ylmethyl)amino)butan-2-yl)amino)-1-oxopropan-2-yl)-4,4-difluoropiperidine-1-carboxamide